7-amino-4-methyl-1H-quinoxaline-2,3-dione NC1=CC=C2N(C(C(NC2=C1)=O)=O)C